COC=1C=C(C=C(C1)OC(F)(F)F)B(O)O 3-METHOXY-5-(TRIFLUOROMETHOXY)PHENYLBORONIC ACID